6-(1,2,3,4,5,6-hexahydropyrrolo[3,4-c]pyrrole-2-carbonyl)pyridine-3-sulfonamide dihydrochloride Cl.Cl.C1N(CC2=C1CNC2)C(=O)C2=CC=C(C=N2)S(=O)(=O)N